IC1=C(SC=C1)CNC=1C=2N=CN([C@H]3[C@H](O)[C@H](O)[C@@H](CO)O3)C2N=CN1 N6-[(3-iodothien-2-yl)methyl]adenosine